FC1=CC=C(CNC=2C3=C(N=C(N2)C2=C(C=CC=C2)C(C)C)CCNC3)C=C1 N-(4-fluorobenzyl)-2-(2-isopropylphenyl)-5,6,7,8-tetrahydropyrido[4,3-d]pyrimidin-4-amine